O=C1NC(CCC1N1C(C2=CC=C(C=C2C1=O)N1CCC(CC1)CN1CCN(CC1)CCOC1=CC=C(C=C1)\C(=C(\CC)/C1=CC=CC=C1)\C1=CC=C(C=C1)O)=O)=O (Z)-2-(2,6-dioxopiperidin-3-yl)-5-(4-((4-(2-(4-(1-(4-hydroxyphenyl)-2-phenylbut-1-en-1-yl)phenoxy)ethyl)piperazin-1-yl)methyl)piperidin-1-yl)isoindoline-1,3-dione